COC1=CC=CC(=N1)COC1=C(C#N)C=CN=C1 3-((6-methoxypyridin-2-yl)methoxy)isonicotinonitrile